C1(=CC=CC=C1)[C@@H](CCC1=CC=C(C=C1)C(F)(F)F)O (R)-1-phenyl-3-(p-trifluoromethylphenyl)propan-1-ol